C(C(C)C)B(O)O isobutaneboronic acid